Cl.BrC1=C(\C=N\NCCC)C=CC(=C1OC)Br (E)-1-(2,4-dibromo-3-methoxybenzylidene)-2-propylhydrazine hydrochloride